methyl-N-[(methylcarbamoyl)oxy]thioacetamide CCC(=S)NOC(NC)=O